FC1(CCC(CC1)NCCCC1=CC=CC(=N1)C1=C(C=CC(=C1)C)S(=O)(=O)N1[C@@H](CCC1)C(=O)OCCCC)F Butyl ((2-(6-(3-((4,4-difluorocyclohexyl)amino)propyl)pyridine-2-yl)-4-methylphenyl)sulfonyl)-L-prolinate